C1(=CC=CC=C1)C1=NC2=C(N1)C=C(C=C2)N 2-Phenyl-1H-benzo[d]imidazol-6-amine